The molecule is a lignan that is 3,4-dihydronaphthalen-1(2H)-one substituted by a hydroxy group at position 7, a methoxy group at position 6 and methyl groups at positions 2 and 3 (the 2R,3R-stereoisomer). It has been isolated from the barks of Machilus robusta. It has a role as a plant metabolite. It is a member of tetralins, a lignan, a member of phenols and a monomethoxybenzene. C[C@@H]1CC2=CC(=C(C=C2C(=O)[C@@H]1C)O)OC